(2r,5s)-4-(2-amino-5-(4-cyanopyridin-3-yl)phenyl)-5-(hydroxymethyl)-2-methylpiperazine-1-carboxylic acid tert-butyl ester C(C)(C)(C)OC(=O)N1[C@@H](CN([C@@H](C1)CO)C1=C(C=CC(=C1)C=1C=NC=CC1C#N)N)C